FC1=CC=CC=2C(=NC(OC21)(C)C)C=2C=C(C(=NC2)C#N)C 5-(8-fluoro-2,2-dimethyl-1,3-benzoxazin-4-yl)-3-methyl-pyridine-2-carbonitrile